S(=O)(=O)(O)C(OC)COC sulfoglyme